4-({2-[(3S,4S)-4-hydroxytetrahydro-2H-pyran-3-yl]-6,7-dimethyl-3-oxo-2,3-dihydro-1H-isoindol-5-yl}methyl)benzonitrile O[C@@H]1[C@H](COCC1)N1CC2=C(C(=C(C=C2C1=O)CC1=CC=C(C#N)C=C1)C)C